4-(2-(4-(5-chloro-2-(1H-tetrazol-1-yl)phenyl)-5-methoxy-2-oxopyridin-1(2H)-yl)-2-fluoroacetamido)-2-fluoro-N-ethylbenzamide ClC=1C=CC(=C(C1)C1=CC(N(C=C1OC)C(C(=O)NC1=CC(=C(C(=O)NCC)C=C1)F)F)=O)N1N=NN=C1